3-(((1-(3-fluoro-2-(fluoromethyl)propyl)azetidin-3-yl)carbamoyl)oxy)propane-1,2-diyl bis(decanoate) C(CCCCCCCCC)(=O)OCC(COC(NC1CN(C1)CC(CF)CF)=O)OC(CCCCCCCCC)=O